ClC1=CC=C2C(CC(NC2=C1Cl)=O)=O 7,8-dichloroquinoline-2,4(1H,3H)-dione